(1R,4R,5S)-5-(7-bromo-8-(2-cyanoethyl)-6-fluoro-2-methyl-4-(1H-1,2,4-triazol-1-yl)-1H-pyrrolo[3,2-C]quinolin-1-yl)-2-azabicyclo[2.1.1]hexane-2-carboxylic acid tert-butyl ester C(C)(C)(C)OC(=O)N1[C@H]2[C@H]([C@@H](C1)C2)N2C(=CC=1C(=NC=3C(=C(C(=CC3C12)CCC#N)Br)F)N1N=CN=C1)C